1,3-dihydroxy-2-Methoxymethyl-anthraquinone OC1=C(C(=CC=2C(C3=CC=CC=C3C(C12)=O)=O)O)COC